(3R)-3-fluoro-N-((1R)-2-((3-fluoro-4-(trimethylsilyl)phenyl)amino)-1-(4-(methoxymethyl)phenyl)-2-oxoethyl)pyrrolidine-1-carboxamide F[C@H]1CN(CC1)C(=O)N[C@@H](C(=O)NC1=CC(=C(C=C1)[Si](C)(C)C)F)C1=CC=C(C=C1)COC